5-(1-methyl-1H-pyrazol-4-yl)-N-{1-methyl-3-(pyridin-2-yl)-1H-pyrazol-4-yl}furan-2-carboxamide CN1N=CC(=C1)C1=CC=C(O1)C(=O)NC=1C(=NN(C1)C)C1=NC=CC=C1